C(CC(O)(C(=O)OC(CC)(CC)C)CC(=O)OC(CC)(CC)C)(=O)OC(CC)(CC)C tri(3-methyl-3-pentyl) citrate